6-chloro-8-((1S,2S)-2-(1-(1,1,1-trifluoropropan-2-yl)-1H-indazol-6-yl)cyclopropyl)imidazo[1,2-b]pyridazine ClC=1C=C(C=2N(N1)C=CN2)[C@@H]2[C@H](C2)C2=CC=C1C=NN(C1=C2)C(C(F)(F)F)C